2,4-dichloro-7-methyl-5,6,7,8-tetrahydroquinoline-3-carbonitrile ClC1=NC=2CC(CCC2C(=C1C#N)Cl)C